CN1CCN(CC1)C(N)=N 4-methylpiperazine-1-carboximidamide